[Na+].[Na+].N(C1=CC=CC=C1)C1=NC(=NC(=N1)N1CCOCC1)NC1=CC=C(C=C1)C(CS(=O)(=O)[O-])(S(=O)(=O)[O-])C1=CC=C(C=C1)NC1=NC(=NC(=N1)NC1=CC=CC=C1)N1CCOCC1 4,4'-bis{[4-anilino-6-morpholino-s-triazin-2-yl]-amino}-2,2-diphenylethylenedisulfonic acid disodium salt